3-(N-(2-(4-methylpiperazin-1-yl)ethyl)methylsulfonylamino)-4-(trifluoromethyl)benzoic acid hydrochloride Cl.CN1CCN(CC1)CCN(C=1C=C(C(=O)O)C=CC1C(F)(F)F)S(=O)(=O)C